CNC(=O)NC(C(C1=NC=CC(=C1)C(F)(F)F)C1=CC=C(C=C1)C)=O N-(Methylcarbamoyl)-2-(p-tolyl)-2-(4-(trifluoromethyl)pyridin-2-yl)acetamide